(R)-4-((1S,6R)-5-((S)-2-(4-chlorophenyl)-3-(isopropylamino)propanoyl)-2,5-diazabicyclo[4.1.0]hept-2-yl)-5-methyl-5,8-dihydropyrido[2,3-d]pyrimidin-7(6H)-one ClC1=CC=C(C=C1)[C@H](C(=O)N1CCN([C@H]2C[C@@H]12)C=1C2=C(N=CN1)NC(C[C@H]2C)=O)CNC(C)C